FC1=C(C=CC(=C1)F)C(CCN1N=C(C(=C1)C1=C2C(=NC=C1)CN(C2=O)C)C2=CC=C(C=C2)F)(CN2N=CN=C2)O 4-(1-(3-(2,4-difluorophenyl)-3-hydroxy-4-(1H-1,2,4-triazol-1-yl)butyl)-3-(4-fluorophenyl)-1H-pyrazol-4-yl)-6-methyl-6,7-dihydro-5H-pyrrolo[3,4-b]pyridin-5-one